N#CF cyanic fluoride